2-(4-Aminopiperidin-1-yl)-6-(benzylthio)-4-ethylpyridine-3,5-dicarbonitrile NC1CCN(CC1)C1=NC(=C(C(=C1C#N)CC)C#N)SCC1=CC=CC=C1